4-(4-((1-(3-fluoropropyl) pyrrolidin-3-yl) oxy) phenyl)-2H-thiochromen-7-yl valerate C(CCCC)(=O)OC1=CC=C2C(=CCSC2=C1)C1=CC=C(C=C1)OC1CN(CC1)CCCF